1-Tert-butyl-5-fluoro-N-{4-methyl-3-[5-(morpholin-4-yl)imidazo[1,2-a]pyridin-7-yl]phenyl}pyrazole-4-carboxamide C(C)(C)(C)N1N=CC(=C1F)C(=O)NC1=CC(=C(C=C1)C)C1=CC=2N(C(=C1)N1CCOCC1)C=CN2